(1-(cyclopropylsulfonyl)-1H-pyrazol-4-yl)-N-(5-(pyridin-3-ylethynyl)-4-(1-oxa-7-azaspiro[3.5]non-7-yl)pyridin-2-yl)pyrimidin-4-amine C1(CC1)S(=O)(=O)N1N=CC(=C1)C1=NC=CC(=N1)NC1=NC=C(C(=C1)N1CCC2(CCO2)CC1)C#CC=1C=NC=CC1